C(C)(C)OC1=C(C=C(C(=C1)OC(C)C)[N+](=O)[O-])[N+](=O)[O-] 4,6-diisopropyloxy-1,3-dinitrobenzene